2,3,6-trifluorobenzyl alcohol FC1=C(CO)C(=CC=C1F)F